C(#N)C(CCC(=O)O)(C)SC(=S)C1=CC=CC=C1 4-Cyano-4-((phenylcarbonothioyl)thio)pentanoic acid